4-(3-phenoxypyrrolidin-1-yl)aniline O(C1=CC=CC=C1)C1CN(CC1)C1=CC=C(N)C=C1